(3S)-1-[3-(2,3-dihydro-1H-indole-1-carbonyl)-5-(4-methyl-1H-1,3-benzodiazol-2-yl)pyridin-4-yl]-3-methylpyrrolidin-3-amine N1(CCC2=CC=CC=C12)C(=O)C=1C=NC=C(C1N1C[C@](CC1)(N)C)C1=NC2=C(N1)C=CC=C2C